N-(1-cyanocyclopropyl)-9-(5-(difluoromethyl)-1,3,4-thiadiazol-2-yl)-4-(2-morpholinoethoxy)-9H-pyrimido[4,5-b]indole-7-sulfonamide C(#N)C1(CC1)NS(=O)(=O)C1=CC=C2C3=C(N(C2=C1)C=1SC(=NN1)C(F)F)N=CN=C3OCCN3CCOCC3